N-(5-phenyl-8-vinyl-2,7-naphthyridin-3-yl)cyclopropanecarboxamide C1(=CC=CC=C1)C1=C2C=C(N=CC2=C(N=C1)C=C)NC(=O)C1CC1